5-chloro-2-(difluoromethyl)-N-((1r,4r)-4-((3-hydroxy-3-(5-methoxythiophen-2-yl)-2-oxoindolin-1-yl)methyl)cyclohexyl)nicotinamide ClC=1C=NC(=C(C(=O)NC2CCC(CC2)CN2C(C(C3=CC=CC=C23)(C=2SC(=CC2)OC)O)=O)C1)C(F)F